[1-(2,2-dimethylpropionyl)-5-(4-fluorophenyl)-6-isopropyl-pyrrolo[2,3-f]indazol-7-yl]-3-methoxybenzoate CC(C(=O)N1N=CC2=CC3=C(C=C12)C(=C(N3C3=CC=C(C=C3)F)C(C)C)OC(C3=CC(=CC=C3)OC)=O)(C)C